NC1=CC=C(C(=N1)C(F)(F)F)C1=C2CCN(C(C2=CC(=C1)CCN(C)CC)=O)[C@H](C)C1=NC=C(C#N)C(=C1)OCC (R)-6-(1-(5-(6-amino-2-(trifluoromethyl)pyridin-3-yl)-7-(2-(ethyl(methyl)amino)ethyl)-1-oxo-3,4-dihydroisoquinolin-2(1H)-yl)ethyl)-4-ethoxynicotinonitrile